(P)-3-bromo-4-((6-fluoro-4-methylpyridin-2-yl)methoxy)-2'-(2-(2-hydroxypropan-2-yl)-5-methylpyrimidin-4-yl)-5',6-dimethyl-2H-[1,4'-bipyridin]-2-one BrC=1C(N(C(=CC1OCC1=NC(=CC(=C1)C)F)C)C1=CC(=NC=C1C)C1=NC(=NC=C1C)C(C)(C)O)=O